COC1=NC2=CC=CC=C2NC1 methoxy-3,4-dihydroquinoxalin